FC1=C(C=C(C=C1)[N+](=O)[O-])C=1C2=C(C(N(C1)C)=O)N(C=C2)S(=O)(=O)C2=CC=C(C=C2)C 4-(2-fluoro-5-nitro-phenyl)-6-methyl-1-(p-tolylsulfonyl)pyrrolo[2,3-c]pyridin-7-one